(2R,3R,4S,5R)-2-(4-aminopyrrolo[2,1-f][1,2,4]triazin-7-yl)-3,4-dihydroxy-5-(hydroxymethyl)tetrahydrofuran-2-carbonitrile NC1=NC=NN2C1=CC=C2[C@@]2(O[C@@H]([C@H]([C@H]2O)O)CO)C#N